(3-chloropropyl)trimethylsilane ClCCC[Si](C)(C)C